C1(CC1)C=1C=C(C=2N(C1)C=C(N2)CN2N=NC(=C2)C(=O)NCC2=NC=CC(=C2F)OC(F)F)N2CCN(CC2)C 1-((6-cyclopropyl-8-(4-methylpiperazin-1-yl)imidazo[1,2-a]pyridin-2-yl)methyl)-N-((4-(difluoromethoxy)-3-fluoropyridin-2-yl)methyl)-1H-1,2,3-triazole-4-carboxamide